tris(2,4-di-tertiary butyl phenyl) phosphite P(OC1=C(C=C(C=C1)C(C)(C)C)C(C)(C)C)(OC1=C(C=C(C=C1)C(C)(C)C)C(C)(C)C)OC1=C(C=C(C=C1)C(C)(C)C)C(C)(C)C